COC=1C=C(C=CC1C)NC(=O)Cl 3-Methoxy-4-methylphenylcarbamic chloride